C1(CCCCC1)C(C)(C)OOC(C)(C1CCCCC1)C 1-cyclohexyl-1-methylethyl peroxide